FC1=C(C=C(C(=C1)C)F)C(=O)N1CCC2(C(N3[C@H](O2)CC[C@H]3C3=CC(=CC(=C3)F)F)=O)CC1 (5'S,7a'R)-1-(2,5-difluoro-4-methylbenzene-1-carbonyl)-5'-(3,5-difluoro-phenyl)tetrahydro-3'H-spiro[piperidine-4,2'-pyrrolo[2,1-b][1,3]oxazol]-3'-one